N1=CC(=CC=C1)C=1C=C(C=CC1)C1=C(C(=NC(=C1)N1C2=CC=CC=C2C=2C=CC=CC12)N1C2=CC=CC=C2C=2C=CC=CC12)N1C2=CC=CC=C2C=2C=CC=CC12 9,9',9''-(4-(3-(pyridin-3-yl)phenyl)pyridine-2,3,6-triyl)tris(9H-carbazole)